NC=1C2=C(N=CN1)N(C(=C2C2=CC[C@H](CC2)S(=O)(=O)N2CCCC2)C2=CC=C(C=C2)NC(C(=C)C)=O)C (S)-N-(4-(4-amino-7-methyl-5-(4-(pyrrolidin-1-ylsulfonyl)cyclohex-1-en-1-yl)-7H-pyrrolo[2,3-d]pyrimidin-6-yl)phenyl)methacrylamide